IC1=CC(=C(C(=O)NC2=CSC=3C2=NC=CC3)C=C1)N1CCC3(CC3)CC1 4-iodo-2-(6-azaspiro[2.5]oct-6-yl)-N-(thieno[3,2-b]pyridin-3-yl)benzamide